2-[rac-4-(Difluoromethyl)-3-(4-hydroxypiperidin-1-carbonyl)-5,6-dihydro-4H-cyclopenta[c]pyrazol-1-yl]-1-[4-(2,3-dimethylphenyl)piperazin-1-yl]ethanon FC([C@@H]1CCC=2N(N=C(C21)C(=O)N2CCC(CC2)O)CC(=O)N2CCN(CC2)C2=C(C(=CC=C2)C)C)F |r|